CC=1C(=NC=C(C1)NC=1N=CC2=C(N1)CN(CC2)C2=C(C1=C(OCCN1)N=C2)C)NCCN2CCOCC2 3-methyl-N5-(7-{8-methyl-1H,2H,3H-pyrido[2,3-b][1,4]oxazin-7-yl}-5H,6H,7H,8H-pyrido[3,4-d]pyrimidin-2-yl)-N2-[2-(morpholin-4-yl)ethyl]pyridine-2,5-diamine